C(#N)C1(CC1)C=1C=C2C=C(N=CC2=CC1)C1(CC1)C(=O)N (6-(1-cyanocyclopropyl)isoquinolin-3-yl)cyclopropanecarboxamide